3-(3-((6-chloro-4-methoxypyridin-3-yl)carbamoyl)-3-(2-isopropylphenyl)azetidine-1-carboxamido)propanoic acid ClC1=CC(=C(C=N1)NC(=O)C1(CN(C1)C(=O)NCCC(=O)O)C1=C(C=CC=C1)C(C)C)OC